BrC(C(=O)NCC(F)(F)F)C 2-bromo-N-(2,2,2-trifluoroethyl)propionamide